ClC=1C=CC(=C(C1)C1=CC(=C(N1C)C)C(=O)N(C1=NOC(=C1)C)C1=CC=C(C=C1)O)C(=O)N1CC2=CC=CC=C2C[C@H]1CN1CCOCC1 5-(5-Chloro-2-{[(3S)-3-(morpholin-4-ylmethyl)-3,4-dihydroisoquinolin-2(1H)-yl]carbonyl}phenyl)-N-(4-hydroxyphenyl)-1,2-dimethyl-N-(5-methyl-1,2-oxazol-3-yl)-1H-pyrrole-3-carboxamide